Cl.NC1=C2N(C(N(C2=NC=N1)C1CCN(CC1)CCCCCCCN)=O)C1=CC=C(C=C1)OC1=CC=CC=C1 6-amino-9-[1-(7-aminoheptyl)piperidin-4-yl]-7-(4-phenoxyphenyl)purin-8-one hydrochloride